Octenyl-Trichlorosilane C(=CCCCCCC)[Si](Cl)(Cl)Cl